3-(2-oxa-6-azaspiro[3.3]heptan-6-ylmethyl)-5-chloro-4-methylaniline C1OCC12CN(C2)CC=2C=C(N)C=C(C2C)Cl